2-[(diphenylmethylene)amino]-3-(pyrimidin-4-yl)propionic acid ethyl ester C(C)OC(C(CC1=NC=NC=C1)N=C(C1=CC=CC=C1)C1=CC=CC=C1)=O